3-cyclopropyl-1-((3,3-difluoro-1-methylcyclobutyl)methyl)-N-(3-(S-methyl-N-(methylglycyl)sulfonimidoyl)phenyl)-4-(trifluoromethyl)-1H-pyrazole-5-carboxamide C1(CC1)C1=NN(C(=C1C(F)(F)F)C(=O)NC1=CC(=CC=C1)S(=O)(=NC(CNC)=O)C)CC1(CC(C1)(F)F)C